C1(CC1)NC1=NC=C(C=N1)C1=CC2=C(N=C3COCC(N32)C3=CC=CC=C3)C=C1 N-cyclopropyl-5-(4-phenyl-3,4-dihydro-1H-benzo[4,5]imidazo[2,1-c][1,4]oxazin-7-yl)pyrimidin-2-amine